C1(=CC=CC2=CC=CC=C12)C=1OC=NN1 2-(naphthalen-1-yl)-1,3,4-oxadiazole